N-(2-(dimethylamino)ethyl)-3-(8-formyl-7-hydroxy-2-methyl-4-oxo-4H-chromen-3-yl)propionamide CN(CCNC(CCC1=C(OC2=C(C(=CC=C2C1=O)O)C=O)C)=O)C